trifluoromethanesulfonic acid zinc [Zn].FC(S(=O)(=O)O)(F)F